(S)-(2,7-dimethyl-3-(1-methyl-5-(trifluoromethyl)-1H-pyrazol-3-yl)-2,4,5,7-tetrahydro-6H-pyrazolo[3,4-c]Pyridin-6-yl)(3-methyl-5-(2H-1,2,3-triazol-2-yl)phenyl)methanone carbon [C].CN1N=C2[C@@H](N(CCC2=C1C1=NN(C(=C1)C(F)(F)F)C)C(=O)C1=CC(=CC(=C1)N1N=CC=N1)C)C